2-[(5-chloropyridin-2-yl)amino]-2-oxoethyl acetate hydrochloride Cl.C(C)(=O)OCC(=O)NC1=NC=C(C=C1)Cl